N-(4-(2-((4-(4-((4-(4-((2,6-dioxopiperidin-3-yl)amino)phenyl)piperidin-1-yl)methyl)piperidin-1-yl)phenyl)amino)pyrimidin-4-yl)-2-methylbenzyl)-3-isopropoxyazetidine-1-carboxamide O=C1NC(CCC1NC1=CC=C(C=C1)C1CCN(CC1)CC1CCN(CC1)C1=CC=C(C=C1)NC1=NC=CC(=N1)C1=CC(=C(CNC(=O)N2CC(C2)OC(C)C)C=C1)C)=O